2-(tolyl-phosphorylamino)terephthalic acid C1(=C(C=CC=C1)P(=O)=NC1=C(C(=O)O)C=CC(=C1)C(=O)O)C